Tert-hexyl peroxybenzoate C(C1=CC=CC=C1)(=O)OOC(C)(C)CCC